O1C(OCC1)C=1N=CSC1C1=CC=C(C=C1)[C@H](C)NC(OC(C)(C)C)=O tert-butyl (S)-(1-(4-(4-(1,3-dioxolan-2-yl)thiazol-5-yl)phenyl)ethyl)carbamate